tert-butyl 6-(5-chloro-2-fluorophenyl)-8-{[3-({2-[(2-methoxy-2-oxoethyl)(methyl)amino]ethyl}carbamoyl)pyridin-4-yl]amino}-2H,3H,4H-pyrido[3,2-b][1,4]oxazine-4-carboxylate ClC=1C=CC(=C(C1)C=1C=C(C=2OCCN(C2N1)C(=O)OC(C)(C)C)NC1=C(C=NC=C1)C(NCCN(C)CC(=O)OC)=O)F